4-[(1R,4S)-5-(3-fluorophenyl)-2,5-diazabicyclo[2.2.1]hept-2-yl]-2-(1H-pyrrolo[2,3-b]pyridin-4-yl)pyrimidine-5-carbonitrile FC=1C=C(C=CC1)N1[C@@H]2CN([C@@H](C1)C2)C2=NC(=NC=C2C#N)C2=C1C(=NC=C2)NC=C1